COC([C@@H](N)CS)=O L-cysteine methyl ester